2-((2-(Dimethoxymethyl)benzylidene)amino)acetic acid methyl ester COC(CN=CC1=C(C=CC=C1)C(OC)OC)=O